NC([C@H](CC1=CC=CC=C1)NC(CNC(C1=CC=C(C=C1)N(CC1=CC=CC=C1)CC1=CC=CC=C1)=O)=O)=O (S)-N-(2-((1-amino-1-oxo-3-phenylpropan-2-yl)amino)-2-oxoethyl)-4-(dibenzylamino)benzamide